4-[1-(2-azabicyclo[2.2.2]octan-5-yl)-4-fluoro-3-methyl-pyrrolo[2,3-c]pyridin-5-yl]-5-ethynyl-6-fluoro-naphthalen-2-ol C12NCC(C(C1)N1C=C(C=3C1=CN=C(C3F)C3=CC(=CC1=CC=C(C(=C31)C#C)F)O)C)CC2